(S)-7-(1-acryloylpiperidin-4-yl)-2-(4-phenoxyphenyl)-4,5,6,7-tetrahydropyrazolo-[1,5-a]pyrimidine-3-carboxamide C(C=C)(=O)N1CCC(CC1)[C@@H]1CCNC=2N1N=C(C2C(=O)N)C2=CC=C(C=C2)OC2=CC=CC=C2